CC1=NN=C(S1)C 2,5-dimethylthiadiazole